C(C)(=O)[O-].C(CCCCCCCCCCC)[NH+]1C(=CC=C1)CCC 1-Dodecyl-2-propylpyrrolium acetat